6-(2-Chloro-6-fluorophenyl)-2-((3-fluoro-5-methoxy-4-(4-methylpiperazin-1-yl)phenyl)amino)-8,9-dihydroimidazo[1,2-a]pyrimido[5,4-e]pyrimidin-5(6H)-one ClC1=C(C(=CC=C1)F)N1C=2N(C3=C(C1=O)C=NC(=N3)NC3=CC(=C(C(=C3)OC)N3CCN(CC3)C)F)CCN2